(S)-1-(pyridin-2-ylmethyl)-N-(4-(pyridin-3-yloxy)phenyl)piperidine-2-carboxamide N1=C(C=CC=C1)CN1[C@@H](CCCC1)C(=O)NC1=CC=C(C=C1)OC=1C=NC=CC1